8-amino-6-(4-fluorophenyl)-N-[3-(2-hydroxy-2-methylpropyl)bicyclo[1.1.1]pentan-1-yl]-5-{3-methylimidazo[1,2-a]pyridin-6-yl}imidazo[1,2-a]pyrazine-2-carboxamide NC=1C=2N(C(=C(N1)C1=CC=C(C=C1)F)C=1C=CC=3N(C1)C(=CN3)C)C=C(N2)C(=O)NC23CC(C2)(C3)CC(C)(C)O